N(=[N+]=[N-])C1=CC=C(CN2C=NC3=C2C=C(C(=C3)OCCOCCOCCOC)OCCOCCOCCOC)C=C1 1-(4-azidobenzyl)-5,6-bis(2-(2-(2-methoxyethoxy)ethoxy)ethoxy)-1H-benzo[d]imidazole